rac-(2R,3R)-8-(3-aminopropyl)-8-azaspiro[4.5]decane-2,3-diyl bis(2-heptylnonanoate) C(CCCCCC)C(C(=O)O[C@@H]1CC2(C[C@H]1OC(C(CCCCCCC)CCCCCCC)=O)CCN(CC2)CCCN)CCCCCCC |r|